(S)-1-(((1r,4S)-4-(6-methoxy-5-(pyrazolo[1,5-a]pyrimidin-3-ylcarbamoyl)-2H-indazol-2-yl)cyclohexyl)(methyl)amino)-1-oxopropan-2-yl acetate C(C)(=O)O[C@H](C(=O)N(C)C1CCC(CC1)N1N=C2C=C(C(=CC2=C1)C(NC=1C=NN2C1N=CC=C2)=O)OC)C